tert-butyl 4-[5-[7-(difluoromethyl)-6-(1-methylpyrazol-4-yl)-3,4-dihydro-2H-quinolin-1-yl]-1,3-dimethyl-2-oxo-7-quinolyl]piperazine-1-carboxylate FC(C1=C(C=C2CCCN(C2=C1)C1=C2C=C(C(N(C2=CC(=C1)N1CCN(CC1)C(=O)OC(C)(C)C)C)=O)C)C=1C=NN(C1)C)F